C(C)(=O)O[C@H]1[C@H](SC2=CC=C(C=C2)C)O[C@H]([C@@H]([C@H]1OC)OC(CCC(=O)C)=O)C para-Methylphenyl 2-O-acetyl-4-O-levulinoyl-3-O-methyl-1-thio-α-L-rhamnopyranoside